FC(C=1C=CC(=C2C=CC=NC12)C1=NC2=CC=CC=C2C=C1)(F)F [8-(trifluoromethyl)-5-quinolinyl]quinoline